FC1=C(C(=O)NC2=CC(=CC(=C2)C(F)(F)F)CN2CCN(CC2)S(=O)(=O)C)C=C(C(=C1)C)C#CC1=CN=C2N1C=CC=C2NC=2C=NN(C2)C 2-fluoro-4-methyl-5-((8-((1-methyl-1H-pyrazol-4-yl)amino)imidazo[1,2-a]pyridin-3-yl)ethynyl)-N-(3-((4-(methylsulfonyl)piperazin-1-yl)methyl)-5-(trifluoromethyl)phenyl)benzamide